5-(2,5-diazabicyclo[2.2.2]octan-2-yl)-6-fluoro-N-methylpicolinamide hydrochloride Cl.C12N(CC(NC1)CC2)C=2C=CC(=NC2F)C(=O)NC